C(C1=CC=CC=C1)(C1=CC=CC=C1)N(C(=O)OCC1CCC(CC1)COCC(=O)O)CCC 2-(((1r,4r)-4-((benzhydryl(propyl)carbamoyl-oxy)methyl)cyclohexyl)methoxy)acetic acid